C(C1=CC=CC=C1)N1CCC2(CC1)COC1=C2C=CC(=C1CO)C(=O)O benzyl-7-(hydroxymethyl)-2H-spiro[benzofuran-3,4'-piperidine]-6-carboxylic acid